[(3R,5S,8R,9S,10S,13S,14S,17S)-17-acetyl-10,13-dimethyl-2,3,4,5,6,7,8,9,11,12,14,15,16,17-tetradecahydro-1H-cyclopenta[a]phenanthren-3-yl] carbonochloridate C(O[C@@H]1CC[C@@]2([C@H]3CC[C@@]4([C@H](CC[C@H]4[C@@H]3CC[C@H]2C1)C(C)=O)C)C)(=O)Cl